CC1(C(=C(C(=C1C)C)C)C)CCCCN 4-(1,2,3,4,5-pentamethylcyclopenta-2,4-dien-1-yl)butan-1-amine